COC1=C(C(=C2C(=C1)OC(=CC2=O)C3=CC=C(C=C3)O)OC)OC The molecule is a trimethoxyflavone that is flavone substituted by methoxy groups at positions 5, 6 and 7 and a hydroxy group at position 4'. It is a trimethoxyflavone and a monohydroxyflavone. It derives from a flavone.